N-(4-(allyloxy)phenyl)quinoline-8-sulfonamide C(C=C)OC1=CC=C(C=C1)NS(=O)(=O)C=1C=CC=C2C=CC=NC12